(R)-7-(4-fluorobenzoyl)-8-methyl-3-(3-methyl-1,2,4-thiadiazol-5-yl)-5,6,7,8-tetrahydroimidazo[1,5-a]pyrazin-1-carbaldehyde FC1=CC=C(C(=O)N2[C@@H](C=3N(CC2)C(=NC3C=O)C3=NC(=NS3)C)C)C=C1